C(C)N1C(CC(CC1)(F)F)COC=1C=C2CN(C(C2=CC1)=O)N1C(CCCC1=O)=O (5-((1-ethyl-4,4-difluoropiperidin-2-yl)methoxy)-1-oxoisoindolin-2-yl)piperidine-2,6-dione